[2-(pyridin-3-yl)pyrimidin-4-yl]Aminobenzamide N1=CC(=CC=C1)C1=NC=CC(=N1)NC1=C(C(=O)N)C=CC=C1